C(=O)(C=C)NC(=O)C=C diacrylamine